C(C1CO1)OCCOCCOC (2-methoxyethyloxy)ethyl glycidyl ether